NC1=NC(=C2N=CN(C2=N1)[C@H]1C=C[C@H](C1)COP(=O)(SCCCCCCCC)N[C@@H](C)C(=O)OC)OC Methyl ((((1S,4R)-4-(2-amino-6-methoxy-9H-purin-9-yl)cyclopent-2-en-1-yl)methoxy)(octylthio)phosphoryl)-L-alaninate